1,5,7-trimethyl-3-((1-(4-methylphenyl)-3-azabicyclo[3.1.0]hex-3-yl)carbonyl)-1,5-dihydro-4H-pyrrolo[3,2-c]pyridin-4-one CN1C=C(C=2C(N(C=C(C21)C)C)=O)C(=O)N2CC1(CC1C2)C2=CC=C(C=C2)C